4-(indolin-7-yl)-6-(6-(trifluoromethyl)pyridin-2-yl)-N-(2-(trifluoromethyl)pyridin-4-yl)-1,3,5-triazin-2-amine N1CCC2=CC=CC(=C12)C1=NC(=NC(=N1)C1=NC(=CC=C1)C(F)(F)F)NC1=CC(=NC=C1)C(F)(F)F